tert-butyl 2-(7-morpholino-3-(2,2,2-trifluoroethyl)-3H-imidazo[4,5-b]pyridin-5-yl)hydrazinecarboxylate O1CCN(CC1)C1=C2C(=NC(=C1)NNC(=O)OC(C)(C)C)N(C=N2)CC(F)(F)F